1-Spiro[3.3]hept-2-yl-3-{1-[3-((R)-2,2,2-trifluoro-1-methyl-ethoxy)-phenyl]-cyclopropyl}-urea C1C(CC12CCC2)NC(=O)NC2(CC2)C2=CC(=CC=C2)O[C@@H](C(F)(F)F)C